3,5-dibromo-6-methoxypyridine-2-sulfonyl chloride BrC=1C(=NC(=C(C1)Br)OC)S(=O)(=O)Cl